5-(2-amino-2-oxoacetyl)-N-(3-chloro-4-fluorophenyl)-6-methyl-2,3-dihydro-1H-pyrrolizine-7-carboxamide NC(C(=O)C=1N2CCCC2=C(C1C)C(=O)NC1=CC(=C(C=C1)F)Cl)=O